FC=1C=C(OC2=CC(=C(C=C2)NC(OCC=2C(=C3C(N(CC3=CC2)C2C(NC(CC2)=O)=O)=O)OC)=O)F)C=CC1F [2-(2,6-dioxopiperidin-3-yl)-4-methoxy-3-oxo-2,3-dihydro-1H-isoindol-5-yl]methyl N-[4-(3,4-difluorophenoxy)-2-fluorophenyl]carbamate